CN1C(N(C2=C1C(=CC=C2)N2CC1(C2)CNC1)C1C(NC(CC1)=O)=O)=O 3-(3-methyl-2-oxo-4-(2,6-diazaspiro[3.3]heptane-2-yl)-2,3-dihydro-1H-benzo[d]imidazol-1-yl)piperidine-2,6-dione